5-(4-((5-(Fluoromethyl)-1,4-dioxan-2-yl)methoxy)phenyl)-2-oxo-6-(trifluoromethyl)-1,2-dihydropyridin-3-carboxamide FCC1OCC(OC1)COC1=CC=C(C=C1)C=1C=C(C(NC1C(F)(F)F)=O)C(=O)N